C(#N)C1=CC(=C2CN(C(C2=C1)=O)C1C(NC(CC1)=O)=O)NC(C)=O N-(6-cyano-2-(2,6-dioxopiperidin-3-yl)-1-oxoisoindolin-4-yl)acetamide